triphenylcarbenium tetrakis-(pentafluorophenyl)borate Methyl-((((1S,4R)-4-(2-amino-6-(cyclopropylamino)-9H-purin-9-yl)cyclopent-2-en-1-yl)methoxy)(phenoxy)phosphoryl)-L-alaninate CN([C@@H](C)C(=O)[O-])P(=O)(OC1=CC=CC=C1)OC[C@@H]1C=C[C@@H](C1)N1C2=NC(=NC(=C2N=C1)NC1CC1)N.FC1=C(C(=C(C(=C1[B-](C1=C(C(=C(C(=C1F)F)F)F)F)(C1=C(C(=C(C(=C1F)F)F)F)F)C1=C(C(=C(C(=C1F)F)F)F)F)F)F)F)F.C1(=CC=CC=C1)[C+](C1=CC=CC=C1)C1=CC=CC=C1.C1(=CC=CC=C1)[C+](C1=CC=CC=C1)C1=CC=CC=C1